tert-butyl (S)-(4-(1-hydroxyethyl)pyridin-2-yl)carbamate O[C@@H](C)C1=CC(=NC=C1)NC(OC(C)(C)C)=O